4-(1-methylcyclopropyl)butyl ((2-(2,6-dioxopiperidin-3-yl)-3-oxoisoindolin-5-yl)methyl)carbamate O=C1NC(CCC1N1CC2=CC=C(C=C2C1=O)CNC(OCCCCC1(CC1)C)=O)=O